2-(1-methylpiperidin-2-yl)-N-(1-phenylethyl)acetamide CN1C(CCCC1)CC(=O)NC(C)C1=CC=CC=C1